C(C)(=O)C1=NN(C2=CC=C(C=C12)C=1C=NC(=NC1)C)CC(=O)N1[C@@H](C[C@](C1)(F)CN(C)C)C(=O)NC1=NC(=CC=C1)Br (2S,4S)-1-(2-(3-Acetyl-5-(2-methylpyrimidin-5-yl)-1H-indazol-yl)acetyl)-N-(6-bromopyridin-2-yl)-4-((dimethylamino)methyl)-4-fluoropyrrolidine-2-carboxamide